3,17-dioxo-1,19-bis(2-thienyl)-2,18-bis(2-thienylmethyl)-4,6,8,12,14,16-hexaoxa-2,10,18-triaza-10-methyl-nonadec-ane O=C(N(CC=1SC=CC1)CC=1SC=CC1)OCOCOCN(COCOCOC(N(CC=1SC=CC1)CC=1SC=CC1)=O)C